ClC1=CC=C(C(=N1)C(=O)N)NCC1=CC=C(C=C1)OC 6-chloro-3-((4-methoxybenzyl)amino)picolinamide